CN(C)CC1(CC1)COC1=NC2=C(C(=CC=C2C(=N1)N1CC2(CNS(N2)(=O)=O)CCC1)C1=CC(=CC2=CC=C(C(=C12)CC)F)O)F 7-(2-((1-((dimethylamino)methyl)cyclopropyl)methoxy)-7-(8-ethyl-7-fluoro-3-hydroxynaphthalen-1-yl)-8-fluoroquinazolin-4-yl)-2-thia-1,3,7-triazaspiro[4.5]decane 2,2-dioxide